C(=C)[Si](OCCOC)(OCCOC)OCCOC vinyltri(beta-methoxyethoxy)silane